5-(4-((2-(3-(2,2-difluoroethyl)ureido)pyridin-4-yl)methyl)piperidin-1-yl)-N,6-dimethylpicolinamide FC(CNC(NC1=NC=CC(=C1)CC1CCN(CC1)C=1C=CC(=NC1C)C(=O)NC)=O)F